BrC1=CC=CC=2OC3=C(C21)C=CC=C3C3=CC=CC=C3 1-bromo-6-phenyldibenzo[b,d]furan